S-farnesylthiosalicylic Acid C(C=C(C)CCC=C(C)CCC=C(C)C)SC=1C(C(=O)O)=CC=CC1